tert-butyl-2-chloro-3-iodo-6-(trifluoromethyl)pyridine C(C)(C)(C)C1=C(C(=NC(=C1)C(F)(F)F)Cl)I